CC(CP(=O)(O)O)O The molecule is a phosphonic acid consisting of propan-2-ol with the phospho group at the 1-position. It has a role as a mouse metabolite. It is a member of phosphonic acids and a secondary alcohol. It derives from a phosphonic acid.